O=C1NC(CCC1N1C(C2=CC=CC(=C2C1=O)NCC1CCC(CC1)N(C(OC(C)(C)C)=O)C)=O)=O Tert-butyl ((1r,4r)-4-(((2-(2,6-dioxopiperidin-3-yl)-1,3-dioxoisoindolin-4-yl)amino)methyl) cyclohexyl)(methyl)carbamate